O=C1N(C(CC1)=O)CCOC1=CC=C(C=C1)C1CN(CC1COC=1C=C2C(NCC2=CC1)=O)C(=O)OC(C)(C)C (+/-)-1-cis-tert-butyl 3-{4-[2-(2,5-dioxopyrrolidin-1-yl)ethoxy]phenyl}-4-{[(3-oxoisoindolin-5-yl)oxy]methyl}pyrrolidine-1-carboxylate